(3,3-difluoropiperidin-1-yl)-8-fluoro-7-(7-fluoro-3-(methoxymethoxy)-8-[(triisopropylsilyl)ethynyl]naphthalen-1-yl)-5-methyl-2-(methylthio)pyrido[4,3-d]pyrimidine FC1(CN(CCC1)C=1C2=C(N=C(N1)SC)C(=C(N=C2C)C2=CC(=CC1=CC=C(C(=C21)C#C[Si](C(C)C)(C(C)C)C(C)C)F)OCOC)F)F